B(OCCCCC)(OCCCCC)OCCCCC tri-n-amyl borate